C[C@H]1CCC2=C(C(=NO2)C(=O)NC2=CC(=C(C=C2)C)C=2C=NC3=CC(=NC=C3C2)NC)C1 (S)-5-methyl-N-(4-methyl-3-(7-(methylamino)-1,6-naphthyridin-3-yl)phenyl)-4,5,6,7-tetrahydrobenzo[d]isoxazole-3-carboxamide